(rac)-3,21-difluoro-10-[(S-methylsulfonimidoyl)methyl]-13,19-dioxa-5,7,26-triazatetracyclo[18.3.1.12,6.18,12]hexacosa-1(24),2(26),3,5,8(25),9,11,20,22-nonaene FC=1C=2C=3C=CC(=C(OCCCCCOC4=CC(=CC(NC(=NC1)N2)=C4)C[S@@](=O)(=N)C)C3)F |r|